COC1=CC=C(C=C1)C=1C(N=C(C1)C1=CC=CC=C1)=N [3-(4-methoxyphenyl)-5-phenylpyrrol-2-ylidene]amine